N-[2-(methanesulfonyloxy)phenyl]-N'-[3-(methanesulfonyloxy)phenyl]urea CS(=O)(=O)OC1=C(C=CC=C1)NC(=O)NC1=CC(=CC=C1)OS(=O)(=O)C